3-hydrazino-5-(trifluoromethyl)-4H-1,2,4-triazole N(N)C1=NN=C(N1)C(F)(F)F